N1C=C(C2=CC=CC=C12)CCC1N(CCC=2C=C3C(=CC12)OCO3)CC3=CC=CC=C3 5-(2-(1H-indol-3-yl)ethyl)-6-phenylmethyl-5,6,7,8-tetrahydro-1,3-dioxolo[4,5-g]isoquinoline